O[C@H]1C[C@@H](N(C1)C(=O)[C@@H](C(C)(C)C)NC(OC1=CC=CC=C1)=O)C(NCC1=CC=C(C=C1)C1=C(N=CS1)C)=O phenyl N-[(1R)-1-[(2R,4S)-4-hydroxy-2-[[4-(4-methylthiazol-5-yl)phenyl]methylcarbamoyl]pyrrolidine-1-carbonyl]-2,2-dimethyl-propyl]carbamate